C1(=CC=CC=C1)[C@@H]1CN(C[C@@H](C1)NC(=O)C1=NC=CC=C1)C(=O)OC(C)(C)C tert-butyl (3R,5R)-3-phenyl-5-(pyridine-2-amido)piperidine-1-carboxylate